(2-methyl)benzyl-biguanidine hydrochloride Cl.CC1=C(CNC(=N)NNC(=N)N)C=CC=C1